2-(4-ethyl-6-methylpyrazolo[1,5-a]pyrazin-2-yl)-7-[4-(oxetan-3-yl)piperazin-1-yl]-4H-pyrido[1,2-a]pyrimidin-4-one C(C)C=1C=2N(C=C(N1)C)N=C(C2)C=2N=C1N(C(C2)=O)C=C(C=C1)N1CCN(CC1)C1COC1